(S)-quinuclidin-3-yl (7-(3-(cyanomethyl)phenyl)-3,3-dimethylchroman-4-yl)carbamate C(#N)CC=1C=C(C=CC1)C1=CC=C2C(C(COC2=C1)(C)C)NC(O[C@@H]1CN2CCC1CC2)=O